CN(C=1N=NC(=CC1)C1=CC=C(C=2N=CSC21)C=2C=NNC2)C2CC(NC(C2)(C)C)(C)C N-methyl-6-[4-(1H-pyrazol-4-yl)-1,3-benzothiazol-7-yl]-N-(2,2,6,6-tetramethylpiperidin-4-yl)pyridazin-3-amine